BrC1=CC(N(C=C1OC)C(C(=O)OC(C)(C)C)CCOC)=O tert-butyl 2-(4-bromo-5-methoxy-2-oxopyridin-1(2H)-yl)-4-methoxybutyrate